(S)-3-amino-4-(2-chlorophenyl)-butyric acid N[C@H](CC(=O)O)CC1=C(C=CC=C1)Cl